(S)-1-benzylpiperazine-2-carboxylate C(C1=CC=CC=C1)N1[C@@H](CNCC1)C(=O)[O-]